(S)-2-(4-bromo-2-cyclopropylphenoxy)-3-methoxypropionic acid BrC1=CC(=C(O[C@H](C(=O)O)COC)C=C1)C1CC1